5-amino-N-(5-(3-(2,2-difluoro-3,3-dimethylbutoxy)-4-fluorophenyl)-4-(2-isopropylphenyl)thiazol-2-yl)-2-fluorobenzenesulfonamide NC=1C=CC(=C(C1)S(=O)(=O)NC=1SC(=C(N1)C1=C(C=CC=C1)C(C)C)C1=CC(=C(C=C1)F)OCC(C(C)(C)C)(F)F)F